BrC1=C(N=NC(=C1)C(F)(F)F)O 4-Bromo-6-(trifluoromethyl)pyridazin-3-ol